FC1=CC=CC(=N1)N1[C@H](C2=C(CC1)NC=N2)C2=NN1C(C=CC=C1)=C2 (R)-5-(6-fluoropyridin-2-yl)-4-(pyrazolo[1,5-a]pyridin-2-yl)-4,5,6,7-tetrahydro-1H-imidazo[4,5-c]pyridine